C(C1=CC=CC=C1)[C@@H]1C(N2C(N(O1)C(=O)OCCC1=CC=CC=C1)CN(C([C@@H]2CC2=CC=CC=C2)=O)[C@H](C(=O)NCCC(C)C)CCCC)=O phenethyl (3R,6S)-3,6-dibenzyl-8-((S)-1-(isopentylamino)-1-oxohexan-2-yl)-4,7-dioxohexahydro-pyrazino[2,1-c][1,2,4]oxadiazine-1(6H)-carboxylate